C(C)N1CC(CC1=O)C(=O)N(CC1=CC=C(C=C1)NC1=CC=C(C=C1)N1CCC(CC1)C(F)(F)F)C 1-Ethyl-N-methyl-5-oxo-N-(4-((4-(4-(trifluoromethyl)piperidin-1-yl)phenyl)amino)benzyl)pyrrolidine-3-carboxamide